COC([C@@H](NCC)CC(C)C)=O N-ethyl-L-leucine methyl ester